(2-imidazole-1-yl)-6-bromobenzoyl-formamide N1(C=NC=C1)C1=C(C(=O)NC=O)C(=CC=C1)Br